8-acetyl-6-methyl-2-morpholino-quinoline C(C)(=O)C=1C=C(C=C2C=CC(=NC12)N1CCOCC1)C